C(C)(C)(C)C1=NC(=NO1)C1=CC=C(C=N1)C(=O)N1CCN(CC1)C=1OC=2C(=NC(=CC2)C)N1 [6-(5-tert-butyl-1,2,4-oxadiazol-3-yl)-3-pyridyl]-[4-(5-methyloxazolo[4,5-b]pyridin-2-yl)piperazin-1-yl]methanone